O=C1N(CCC(N1)=O)C=1C=C(OCC(=O)O)C=CC1OC 2-(3-(2,4-dioxotetrahydropyrimidin-1(2H)-yl)-4-methoxyphenoxy)acetic acid